bis-(2,2,6,6-tetramethyl-4-piperidyl)-suberate CC1(NC(CC(C1)OC(CCCCCCC(=O)OC1CC(NC(C1)(C)C)(C)C)=O)(C)C)C